C(CCCCCCC)SC1=NC=NC=N1 octyl-thio-1,3,5-triazine